P(O)(O)OC(C(C(OP(O)O)(CCCCCCCCCCCCC)C1=CC=CC=C1)(C(OP(O)O)(CCCCCCCCCCCCC)C1=CC=CC=C1)C(OP(O)O)(CCCCCCCCCCCCC)C1=CC=CC=C1)(CCCCCCCCCCCCC)C1=CC=CC=C1 tetraphenyltetra(tridecyl)pentaerythritol tetraphosphite